(S or R)-4-(6-chloro-2-(3-(dimethylamino)azetidin-1-yl)-8-fluoro-4-(1,6-diazaspiro[3.3]heptan-6-yl)quinazolin-7-yl)naphthalen-2-ol ClC=1C=C2C(=NC(=NC2=C(C1C1=CC(=CC2=CC=CC=C12)O)F)N1CC(C1)N(C)C)N1CC2(CCN2)C1